N1(N=NN=N1)C(=O)[O-].[Li+] Lithium Pentazolate